C1=CC=CC=2C3=CC=CC=C3N(C12)C1=C(C(C#N)=CC=C1)C#N (9-carbazolyl)-phthalonitrile